C(C)C1=CN=C2N1C=C(C=N2)C=2C=CN1N=C(N=CC12)N[C@@H]1C[C@@H](C1)OCCOC 5-(3-ethylimidazo[1,2-a]pyrimidin-6-yl)-N-(cis-3-(2-methoxyethoxy)cyclobutyl)pyrrolo[2,1-f][1,2,4]triazin-2-amine